4-(2-((S)-2-(2-isopropylphenyl)pyrrolidin-1-yl)-7-azaspiro[3.5]non-7-yl-6,6,8,8-d4)benzamide C(C)(C)C1=C(C=CC=C1)[C@H]1N(CCC1)C1CC2(C1)CC(N(C(C2)([2H])[2H])C2=CC=C(C(=O)N)C=C2)([2H])[2H]